[N+](=O)([O-])C1=CC=C(C=C1)C1=CC=CC=2C3=CC=CC=C3NC12 (4-nitrophenyl)carbazole